5-((4-methylquinolin-2-yl)methyl)-3-phenyl-4,5-dihydroisoxazole CC1=CC(=NC2=CC=CC=C12)CC1CC(=NO1)C1=CC=CC=C1